1-(4-methylbenzyl)-5-(1H-tetrazol-5-yl)-1H-indole-3-carbaldehyde CC1=CC=C(CN2C=C(C3=CC(=CC=C23)C2=NN=NN2)C=O)C=C1